[Si](C1=CC=CC=C1)(C1=CC=CC=C1)(C(C)(C)C)OCC(COC=1C(=NC=CC1I)F)N 1-((tert-butyldiphenylsilyl)oxy)-3-((2-fluoro-4-iodopyridin-3-yl)oxy)propan-2-amine